4-(2-hydroperoxypropan-2-yl)phenyl propionat C(CC)(=O)OC1=CC=C(C=C1)C(C)(C)OO